(S)-Morpholin-3-ylmethyl (4-((1-(3-fluorobenzyl)-1H-indazol-5-yl)amino)-5-methylpyrrolo[2,1-f][1,2,4]triazin-6-yl)carbamate FC=1C=C(CN2N=CC3=CC(=CC=C23)NC2=NC=NN3C2=C(C(=C3)NC(OC[C@H]3NCCOC3)=O)C)C=CC1